2,4-dichlorophenoxyacetic acid, 3-butoxypropyl ester ClC1=C(OCC(=O)OCCCOCCCC)C=CC(=C1)Cl